tert-butyl (6-hydroxyhexyl)methylcarbamate OCCCCCCN(C(OC(C)(C)C)=O)C